OC1=C(C=CC(=O)[O-])C=C(C=C1)O 2,5-dihydroxycinnamic acid anion